C(C1=CC=CC=C1)N1CCC(=CC1)OC1CN(C1)C(=O)OC(C)(C)C tert-butyl 3-[(1-benzyl-3,6-dihydro-2H-pyridin-4-yl)oxy]azetidine-1-carboxylate